tri(1,2,2,6,6-pentamethyl piperidyl) phosphite P(OC1C(N(C(CC1)(C)C)C)(C)C)(OC1C(N(C(CC1)(C)C)C)(C)C)OC1C(N(C(CC1)(C)C)C)(C)C